4-(((R)-1-(3-(1,1-difluoro-2-hydroxy-2-methylpropyl)-2-fluorophenyl)ethyl)amino)-8-hydroxy-2,6,8-trimethyl-6H-pyrrolo[2,3-g]quinazolin-7(8H)-one FC(C(C)(C)O)(F)C=1C(=C(C=CC1)[C@@H](C)NC1=NC(=NC2=CC3=C(C=C12)N(C(C3(C)O)=O)C)C)F